Ethyl 5-Methylcarboxylato-6-ethyl-3-(4-(trifluoromethyl)phenyl)pyridine-2-carboxylate CC=1C(=C(C(=NC1CC)C(=O)OCC)C1=CC=C(C=C1)C(F)(F)F)C(=O)[O-]